C1CCC2=C(C=3CCCC3C=C12)NC(NCC(C(=O)OCC)(C1=CC=CC=C1)O)=S ethyl 3-(3-(1,2,3,5,6,7-hexahydro-s-indacen-4-yl) thioureido)-2-hydroxy-2-phenylpropionate